3-[2-acetyl-3-(4-pyridyl)-3,4-dihydropyrazol-5-yl]-6-chloro-4-phenyl-1H-quinolin-2-one C(C)(=O)N1N=C(CC1C1=CC=NC=C1)C=1C(NC2=CC=C(C=C2C1C1=CC=CC=C1)Cl)=O